N-(azetidin-3-yl)-4-(5-(3-((5-cyano-4-(4-fluorophenyl)thiazol-2-yl)(methyl)amino)-2-ethylimidazo[1,2-a]pyridin-6-yl)pyrimidin-2-yl)piperazine-1-carboxamide formate C(=O)O.N1CC(C1)NC(=O)N1CCN(CC1)C1=NC=C(C=N1)C=1C=CC=2N(C1)C(=C(N2)CC)N(C)C=2SC(=C(N2)C2=CC=C(C=C2)F)C#N